C(=O)C1=C(OCC(=O)O)C=C(C=C1O)OC 2-formyl-3-hydroxy-5-methoxyphenoxyacetic acid